C1=CC=CC=2C3=CC=CC=C3C(C12)COC(=O)N([C@H](C(=O)O)[C@H](CC)C)C (2S,3S)-2-[9H-fluoren-9-ylmethoxycarbonyl(methyl)amino]-3-methyl-pentanoic acid